4-bromo-N,N-diethyl-2-formyl-6-(6-azaspiro[2.5]octan-6-yl)benzamide BrC1=CC(=C(C(=O)N(CC)CC)C(=C1)N1CCC2(CC2)CC1)C=O